Cl.FC1=CC=C(C=C1)[C@H]1[C@@H](CNCC1)COC=1C=C(C(=O)O)C=CC1 3-(((3S,4R)-4-(4-fluorophenyl)piperidin-3-yl)methoxy)benzoic acid hydrochloride